C(C)(C)C1=C(C(=CC(=C1)C(C)C)C(C)C)C1=C(C(=CC=C1)C1=CC=CC=C1)C1=CC=CC=C1 2',4',6'-triisopropyl-Diphenyl-biphenyl